3-acetyl-8-bromo-5-chloro-2-((2-methoxy-4-(pentafluorosulfanyl)benzyl)sulfinyl)quinolin-4(1H)-one C(C)(=O)C1=C(NC2=C(C=CC(=C2C1=O)Cl)Br)S(=O)CC1=C(C=C(C=C1)S(F)(F)(F)(F)F)OC